(Z)-(4-(3-(4-(N,N-dimethylsulfamoyl)benzyl)-2-methyl-1H-pyrrolo[3,2-c]Pyridin-1-yl)-3-fluorobut-2-en-1-yl)carbamic acid tert-butyl ester C(C)(C)(C)OC(NC\C=C(\CN1C(=C(C=2C=NC=CC21)CC2=CC=C(C=C2)S(N(C)C)(=O)=O)C)/F)=O